6-(2-Cyclohexyl-1H-benzo[d]imidazol-6-yl)-3-(2-morpholinoethyl)quinazolin-4(3H)-one C1(CCCCC1)C1=NC2=C(N1)C=C(C=C2)C=2C=C1C(N(C=NC1=CC2)CCN2CCOCC2)=O